FC(C(=O)C1=CC=CC=C1)(F)F α,α,α-trifluoroacetophenone